2-((1R,4R)-2,5-diazabicyclo[2.2.1]heptan-2-yl)-5-(4-chloro-2-methyl-2H-indazol-5-yl)-3-methyl-3,7-dihydro-4H-pyrrolo[2,3-d]pyrimidin-4-one [C@H]12N(C[C@H](NC1)C2)C=2N(C(C1=C(N2)NC=C1C1=C(C2=CN(N=C2C=C1)C)Cl)=O)C